C[C@@H]([C@@H](CC=1SC=CC1)S(=O)(=O)N)CC=C (2R,3R)-3-METHYL-1-(THIOPHEN-2-YL)HEX-5-ENE-2-SULFONAMIDE